CN1C(=NC=C1C=1C=C2C=C(N=CC2=CC1)NC(=O)[C@@H]1CNCCC1)C (S)-N-(6-(1,2-dimethyl-1H-imidazol-5-yl)isoquinolin-3-yl)piperidine-3-carboxamide